rac-(1S,2S)-(3-chlorophenyl)cyclopropanecarboxylic acid ClC=1C=C(C=CC1)C1(CC1)C(=O)O